2-(difluoromethyl)-5-[5-[[4-(2-methyl-1H-pyrrolo[2,3-b]pyridin-5-yl)triazol-1-yl]methyl]thiophen-2-yl]-1,3,4-oxadiazole FC(C=1OC(=NN1)C=1SC(=CC1)CN1N=NC(=C1)C=1C=C2C(=NC1)NC(=C2)C)F